12-hydroperoxyeicosatetraenoic acid CCCCC/C=C\C[C@@H](/C=C/C=C\C/C=C\CCCC(=O)O)OO